(S)-4-((2-cyanophenyl)thio)-6-(1-(1-(methylsulfonyl)piperidin-3-yl)-1H-pyrazol-4-yl)pyrazolo[1,5-a]pyridine-3-carbonitrile C(#N)C1=C(C=CC=C1)SC=1C=2N(C=C(C1)C=1C=NN(C1)[C@@H]1CN(CCC1)S(=O)(=O)C)N=CC2C#N